12-Hydroxy-heptacosanoic acid OC(CCCCCCCCCCC(=O)O)CCCCCCCCCCCCCCC